C(C)(=O)OC[C@@H](CC(CCCCCCC\C=C/C\C=C/CCCCC)=O)O (2R,12Z,15Z)-2-hydroxy-4-oxoheneicosa-12,15-dienyl acetate